C1(C(CCCC1)C(=O)[O-])C(=O)[O-] rel-1,2-cyclohexanedicarboxylate